NC1=CC=C(OC2=C(C=C(N)C=C2)C)C=C1 4-(4-aminophenoxy)-3-methylaniline